FC(C1=CC=C(C=N1)S(=O)(=O)NC1=C(N=CS1)C(=O)O)(F)F 5-{[6-(trifluoromethyl)pyridin-3-yl]sulfonylamino}-1,3-thiazole-4-carboxylic acid